CC(C(=O)N=S(=O)(C1=CC=NC=C1)C1=CC=C(C(=O)OC(C)C)C=C1)(C)C isopropyl 4-[N-(2,2-dimethylpropanoyl)-S-(4-pyridyl)sulfonimidoyl]benzoate